CC1C2C3C4C=CC(C3C(C1)C2)C4 8-methyl-tetracyclo[4.4.0.12,5.17,10]-dodeca-3-ene